CC1=C(CC=2C(=O)NC(C2)=O)C=CC=C1C 2,3-dimethylbenzylmaleimide